2-(2,6-Dioxo-3-piperidyl)-4-[2-[2-[2-[2-[4-(2-trimethylsilylethynyl)phenoxy]ethoxy]ethoxy]ethoxy]ethylamino]isoindoline-1,3-dione O=C1NC(CCC1N1C(C2=CC=CC(=C2C1=O)NCCOCCOCCOCCOC1=CC=C(C=C1)C#C[Si](C)(C)C)=O)=O